ClC1=C(C=C(C=C1)F)[C@H]1NC(C2=C1C(=CC1=C(N(N=C21)C)[C@H](C(F)(F)F)O)NC(C2=CC(=CC(=C2)C(F)(F)F)F)=O)=O |o1:21| N-((S)-6-(2-chloro-5-fluorophenyl)-2-methyl-8-oxo-3-((R*)-2,2,2-trifluoro-1-hydroxyethyl)-2,6,7,8-tetrahydropyrrolo[3,4-g]indazol-5-yl)-3-fluoro-5-(trifluoromethyl)benzamide